C(C)(C)(C)OC(=O)NC(C[B-](F)(F)F)COC(F)F (2-((tert-butoxycarbonyl)amino)-3-(difluoromethoxy)propyl)trifluoroborate